SC1=CC=C(C=C1)C(=O)C1=CC2=C(NC=N2)C=C1 (1H-benzo[d]imidazole-5-yl) (4-mercaptophenyl) ketone